methyl (3R,6S)-1-(2-chloro-4-fluorophenethyl)-6-methylpiperidine-3-carboxylate ClC1=C(CCN2C[C@@H](CC[C@@H]2C)C(=O)OC)C=CC(=C1)F